13-picenol C1=CC=CC2=CC=C3C4=CC=C5C=CC=CC5=C4C(=CC3=C21)O